(2-Ethoxy-2-oxoethyl)zinc (II) bromide [Br-].C(C)OC(C[Zn+])=O